2-(4-Cyano-phenoxy)-N-[1,3]dioxolo[4',5':3,4]benzo[2,1-d]thiazol-7-yl-2-(4-ethanesulfonyl-phenyl)-acetamide C(#N)C1=CC=C(OC(C(=O)NC=2SC=3C(N2)=C2C(=CC3)OCO2)C2=CC=C(C=C2)S(=O)(=O)CC)C=C1